6-methoxy-N-(o-methylphenyl)-3,4-dihydroquinoxaline-1(2H)-carboxamide COC=1C=C2NCCN(C2=CC1)C(=O)NC1=C(C=CC=C1)C